BrC(C)C1=C2COCC2=CC=C1 4-(1-bromoethyl)-1,3-dihydroisobenzofuran